CNS(=O)(=O)C1=CC(=C(C=C1)NC1CCC(CC1)C(F)(F)F)C=1N=CN(C1)C n-methyl-3-(1-methyl-1H-imidazol-4-yl)-4-(((1s,4s)-4-(trifluoromethyl)cyclohexyl)amino)benzenesulfonamide